C(C)(CCCC)[Sn](OC(C)(C)C)(OC(C)(C)C)OC(C)(C)C sec-hexyltris(t-butoxy)tin